(2R,3R)-3-(3-methoxyphenyl)-N,N,2-trimethylpentane-1-amine hydrochloride Cl.COC=1C=C(C=CC1)[C@@H]([C@H](CN(C)C)C)CC